S(=S)(=O)(O)O.OC[C@H](O)[C@@H](O)[C@H](O)[C@H](O)CO Sorbitol Thiosulfate